(2RS)-2-[7-chloro-6-[4-(1-ethyl-4-piperidinyl)phenyl]-4-fluoro-1-oxo-isoindolin-2-yl]-2-(5-fluoro-2-hydroxy-phenyl)-N-thiazol-2-yl-acetamide ClC=1C(=CC(=C2CN(C(C12)=O)[C@@H](C(=O)NC=1SC=CN1)C1=C(C=CC(=C1)F)O)F)C1=CC=C(C=C1)C1CCN(CC1)CC |r|